ethyl 5-(methylcarbamoyl)-4-(4,4,5,5-tetramethyl-1,3,2-dioxaborolan-2-yl)-1H-pyrrole-2-carboxylate CNC(=O)C1=C(C=C(N1)C(=O)OCC)B1OC(C(O1)(C)C)(C)C